C1(CC1)N(C=1N=CC(=NC1)C1=C(C=C(C=C1)C1=CC(N(C=C1)CF)=O)O)[C@@H]1[C@@H]([C@H]2CC[C@@H](C1)N2)F 4-(4-(5-(cyclopropyl((1R,2R,3S,5S)-2-fluoro-8-azabicyclo[3.2.1]octan-3-yl)amino)pyrazin-2-yl)-3-hydroxyphenyl)-1-(fluoromethyl)pyridin-2(1H)-one